N1C2=C(OCC1)N=C(C=C2)C(=O)N 2,3-dihydro-1H-pyrido[2,3-b][1,4]oxazine-6-carboxamide